3,6-bis(3-pyridyl)-1,2,4,5-tetraazabenzene N1=CC(=CC=C1)C=1N=NC(=NN1)C=1C=NC=CC1